FC1=C2CC[C@@H](C2=CC=C1)NCCC1(CCOC2(C1)CCOCC2)C2=NC=C(C=C2)F (1S)-4-fluoro-N-(2-(4-(5-fluoropyridin-2-yl)-1,9-dioxaspiro[5.5]undecane-4-yl)ethyl)-2,3-Dihydro-1H-inden-1-amine